CC=1C(OC=2CCCC(C2C1)=O)=O 3-methyl-7,8-dihydro-2H-chromene-2,5(6H)-dione